N-azidodifluoroacetylgalactosamine N(=[N+]=[N-])N[C@H]1C(O)(O[C@@H]([C@@H]([C@@H]1O)O)CO)C(C(F)F)=O